2-chloro-1-methyl-pyridin-1-ium ClC1=[N+](C=CC=C1)C